OC1=CC=C(C=C1OC)CCC(CC(CCC1=CC=C(C(=C1)O)O)O)O 1-(4-hydroxy-5-methoxyphenyl)-7-(4,5-dihydroxyphenyl)-3,5-dihydroxyheptane